C(C(O)C)(=O)[O-].C(CCCCCCCCCCCCCCCCC)[NH3+] stearylammonium lactate